CCCC[IH+].N1C=NC=C1 imidazole, 1-methyl-3-propyliodonium salt